1-[6-(5,6-dimethoxybenzimidazol-1-yl)-2-[3-(trifluoromethyl)pyrazol-1-yl]-3-pyridyl]ethanone COC1=CC2=C(N(C=N2)C2=CC=C(C(=N2)N2N=C(C=C2)C(F)(F)F)C(C)=O)C=C1OC